C(CCC(=O)O)(=O)O.C(CCC(=O)O)(=O)O.ClC=1C=CC(=C(CN2[C@H](CCC2)CN)C1)OCC (R)-(1-(5-chloro-2-ethoxybenzyl)pyrrolidin-2-yl)methanamine disuccinate